4-((20-amino-3,6,9,12,15,18-hexaoxaicosyl)amino)-2-methyl-N-(5-nitrothiazol-2-yl)benzamide NCCOCCOCCOCCOCCOCCOCCNC1=CC(=C(C(=O)NC=2SC(=CN2)[N+](=O)[O-])C=C1)C